C(C)N(CCCCCN(CC)CC)CC N,N,N',N'-tetraethyl-1,5-pentylenediamine